ClC1=CC2=C(N(C(N=C2N2[C@H](CN(CC2)C(C=C)=O)C)=O)C2=C(C=CC=C2C(C)C)N(C)C)N=C1C1=C(C=CC=C1)F 6-chloro-1-(2-(dimethylamino)-6-(2-propanyl)phenyl)-7-(2-fluorophenyl)-4-((2S)-2-methyl-4-(2-propenoyl)-1-piperazinyl)pyrido[2,3-d]pyrimidin-2(1H)-one